7-[2-amino-4-[(4-methylpiperazin-1-yl)methyl]phenyl]sulfanyl-N,N,1-tris[(2,4-dimethoxyphenyl)methyl]-2-(ethoxymethyl)-6-methyl-imidazo[4,5-c]pyridin-4-amine NC1=C(C=CC(=C1)CN1CCN(CC1)C)SC=1C2=C(C(=NC1C)N(CC1=C(C=C(C=C1)OC)OC)CC1=C(C=C(C=C1)OC)OC)N=C(N2CC2=C(C=C(C=C2)OC)OC)COCC